P(=O)(OO)([O-])[O-].[Cu+2] copper hydroxy phosphate